1H-benzimidazol-2-one N1C(NC2=C1C=CC=C2)=O